O=C1N(CCC(N1)=O)C1=CN=C2N1C=CC(=C2)C=2CCN(CC2)C(=O)OC(C)(C)C tert-butyl 4-[3-(2,4-dioxo-1,3-diazinan-1-yl)imidazo[1,2-a]pyridin-7-yl]-3,6-dihydro-2H-pyridine-1-carboxylate